ClC1=CC=C(C(=O)N(C(CN2CCCC2)(C)C)C)C=C1 4-Chloro-N-methyl-N-(2-methyl-1-(pyrrolidin-1-yl)propan-2-yl)benzamide